C[Hf](C1(C=CC2=CC=3CCCC3C=C12)C)(C1(C(=C(C(=C1C)C)C)C)C)C dimethyl-pentamethylcyclopentadienyl-(1-methyl-1,5,6,7-tetrahydro-s-indacenyl)hafnium